C(C)(C)NC1=NC(=NC(=N1)NC1=CC(=CC=C1)S(=O)(=O)C)C1=NC(=CC=C1)C N2-isopropyl-6-(6-methylpyridin-2-yl)-N4-(3-(methylsulfonyl)phenyl)-1,3,5-triazine-2,4-diamine